2-[(2S,4S,5R)-1-(2,4-dichlorophenyl)-5-hydroxy-2,6,6-trimethylhept-4-yl]-2,4-dihydro-3H-1,2,4-triazole-3-thione ClC1=C(C=CC(=C1)Cl)C[C@@H](C[C@@H]([C@@H](C(C)(C)C)O)N1N=CNC1=S)C